ClC1=CC(=C(COC2=CC=C3CCC(CC3=C2)CC(=O)O)C=C1)F 2-(7-((4-chloro-2-fluorobenzyl)oxy)-1,2,3,4-tetrahydronaphthalen-2-yl)acetic acid